(2R)-8-chloro-2-(ethoxymethyl)-3,4-dihydro-2H-1,4-benzoxazine ClC1=CC=CC=2NC[C@@H](OC21)COCC